OCCOC1=C(C=C(C(=O)O)C=C1OC)OC 4-(2-hydroxyethoxy)-3,5-dimethoxybenzoic acid